ClC=1C(C(=C(NC1C)C=1C(=NC(=C(C1)C)C(F)(F)F)N1CCC(CCC1)(F)F)C(=O)OCC)=O ethyl 5-chloro-2-[2-(4,4-difluoroazepan-1-yl)-5-methyl-6-(trifluoromethyl)-3-pyridyl]-6-methyl-4-oxo-1H-pyridine-3-carboxylate